(2S,4R)-tert-butyl 2-(4-(4-((3-(2,3-difluoro-4-methoxyphenyl) imidazo[1,2-a]pyrazin-8-yl) amino)-N,2-dimethylphenylsulfamoyl) piperidine-1-carbonyl)-4-hydroxypyrrolidine-1-carboxylate FC1=C(C=CC(=C1F)OC)C1=CN=C2N1C=CN=C2NC2=CC(=C(C=C2)N(S(=O)(=O)C2CCN(CC2)C(=O)[C@H]2N(C[C@@H](C2)O)C(=O)OC(C)(C)C)C)C